O[C@H](COC=1C=C(C=CC1)S(=O)(=O)NC)CN[C@H]1COC2(C1)CCN(CC2)C2=NC=CC(=N2)C2=CC=CC=C2 3-((S)-2-hydroxy-3-((R)-8-(4-phenylpyrimidin-2-yl)-1-oxa-8-azaspiro[4.5]dec-3-ylamino)propoxy)-N-methylbenzenesulfonamide